C(C)(C)(C)OC(=O)N1CC(CC1)(C)C(=O)N1CCN(CC1)C1=NC=C(C=C1)C#N 3-(4-(5-cyanopyridin-2-yl)piperazine-1-carbonyl)-3-methylpyrrolidine-1-carboxylic acid tert-butyl ester